N-(Trimethylsilyl)-dimethylamine C[Si](N(C)C)(C)C